C(C1=CC=CC=C1)NC(N(C1CCC(CC1)NC1=NC=C(C=C1)C#N)C=1C=CC(=C(C1)NC(C=C)=O)N1CCN(CC1)C1COC1)=O N-(5-(3-benzyl-1-((1r,4r)-4-((5-cyanopyridin-2-yl)amino)cyclohexyl)ureido)-2-(4-(oxetan-3-yl)piperazin-1-yl)phenyl)acrylamide